(2S,3S,4R,5R)-N-ethyl-3,4-dihydroxyl-5-(6-(((4-methylpyridin-2-yl)methyl)amino)-2-(5-methylpyridin-3-yl)-9H-purin-9-yl)tetrahydrofuran-2-formamide C(C)NC(=O)[C@H]1O[C@H]([C@@H]([C@@H]1O)O)N1C2=NC(=NC(=C2N=C1)NCC1=NC=CC(=C1)C)C=1C=NC=C(C1)C